CC1=C(C(O)=CC=C1)O 3-methylpyrocatechol